C(CCCCCC)(=O)OCCCCCCCCCCCCCCCCCC Stearyl Heptanoate